(R)-5-(4-(5-(2,4-difluorophenyl)-2,3-dimethylpyrido[3,4-b]pyrazin-7-yl)-5,6-dihydro-2H-pyran-2-yl)-1-methylpyridin-2(1H)-one FC1=C(C=CC(=C1)F)C1=NC(=CC=2C1=NC(=C(N2)C)C)C2=C[C@@H](OCC2)C=2C=CC(N(C2)C)=O